BrC=1C=C(C(=NC1N1N=CC=N1)C)NC(=O)C=1C=NN(C1C(F)(F)F)C1=C2C=CNC(C2=CC=C1)=O N-(5-bromo-2-methyl-6-(2H-1,2,3-triazol-2-yl)pyridin-3-yl)-1-(1-oxo-1,2-dihydroisoquinolin-5-yl)-5-(trifluoromethyl)-1H-pyrazole-4-carboxamide